C(C)OC(=O)C1CCN(CC1)C(CC1=CC=C(C=C1)N(CC1=CC(=CC=C1)F)CC1=CC=C(C=C1)C)=O 1-(2-(4-(N-(3-fluorobenzyl)-4-methylbenzylamino)phenyl)acetyl)piperidine-4-carboxylic acid ethyl ester